CC1=C(C(=O)OC(C)C2=NC3=CC=CC=C3N=C2C)C=C(C(=N1)NC1(CC1)C1=C(C=CC=C1F)F)F 1-(3-methylquinoxalin-2-yl)ethan-1-ol methyl-6-((1-(2,6-difluorophenyl)cyclopropyl)amino)-5-fluoronicotinate